NC=1SC=C(N1)C=CC1=CC=C(C=C1)N(C(C)=O)C N-(4-(2-(2-aminothiazol-4-yl)vinyl)phenyl)-N-methylacetamide